CC1(CC1)N1C=C(C(=CC1=O)C(=O)OC)C(=O)OC(C)(C)C 3-(tert-butyl) 4-methyl 1-(1-methyl cyclopropyl)-6-oxo-1,6-dihydropyridine-3,4-dicarboxylate